(3R)-4'-(5-methyl-1H-indazol-4-yl)-2'-(2-(2-propenoyl)-2,6-diazaspiro[3.4]octan-6-yl)-4,5,5',8'-tetrahydrospiro[furan-3,7'-pyrano[4,3-b]pyridine]-3'-carbonitrile CC=1C(=C2C=NNC2=CC1)C1=C2C(=NC(=C1C#N)N1CC3(CN(C3)C(C=C)=O)CC1)C[C@]1(OC2)COCC1